5-{4-[2-(1-{2-acetamido-5-[methoxy(methyl)carbamoyl]phenyl}-1H-1,2,3-triazol-4-yl)propan-2-yl]-1H-1,2,3-triazol-1-yl}naphthalene-1-carboxylic acid C(C)(=O)NC1=C(C=C(C=C1)C(N(C)OC)=O)N1N=NC(=C1)C(C)(C)C=1N=NN(C1)C1=C2C=CC=C(C2=CC=C1)C(=O)O